mono2,4-decdien-1-ol itaconate C(C(=C)CC(=O)O)(=O)O.C(C=CC=CCCCCC)O